5-fluoro-2-(1-(((1r,2r)-2-hydroxycyclohexyl)amino)pyrido[3,4-d]pyridazin-4-yl)phenol FC=1C=CC(=C(C1)O)C=1N=NC(=C2C1C=NC=C2)N[C@H]2[C@@H](CCCC2)O